ClCC=1C=NC2=CC=C(C(=C2C1C(C)C)C)C1=NC(=NC=C1F)N[C@H]1[C@@H](COCC1)O (3S,4R)-4-((4-(3-(chloromethyl)-4-isopropyl-5-methylquinolin-6-yl)-5-fluoropyrimidin-2-yl)amino)tetrahydro-2H-pyran-3-ol